TRESYLATE S(=O)(=O)([O-])CC(F)(F)F